4-phenyl-(2,4,6-trimethylphenyl)-amine C1(=CC=CC=C1)C1(CC(=C(C(=C1)C)N)C)C